2-(3,3-bis(tert-butoxycarbonyl)-5-methyl-1,2,3,4-tetrahydronaphthalen-1-yl)acetic acid C(C)(C)(C)OC(=O)C1(CC(C2=CC=CC(=C2C1)C)CC(=O)O)C(=O)OC(C)(C)C